FC1=C(C=CC=C1)C=1C(=NC2=CC=C(C=C2C1)NC(=O)NCC(CC)OC)C1=CC=CC=C1 1-(3-(2-fluorophenyl)-2-phenylquinolin-6-yl)-3-(2-methoxybutyl)urea